(4-bromo-2-trifluoromethoxybenzyl)-[2-(9-(pyridin-2-yl)-6-oxaspiro[4.5]decan-9-yl)ethyl]amine BrC1=CC(=C(CNCCC2(CCOC3(CCCC3)C2)C2=NC=CC=C2)C=C1)OC(F)(F)F